7-(1-methyl-1H-pyrazol-4-yl)quinazoline CN1N=CC(=C1)C1=CC=C2C=NC=NC2=C1